C(C)OC(=O)C1=NN(C(=C1)C1=C(C=CC=C1OC)F)C1CCCC1 1-cyclopentyl-5-(2-fluoro-6-methoxyphenyl)-1H-pyrazole-3-carboxylic acid ethyl ester